(7R)-2-[4-(2,3-difluorophenoxy)phenyl]-7-[4-(2-nitrobenzene-1-sulfonyl)piperazin-1-yl]-4,5,6,7-tetrahydro-2H-pyrazolo[4,3-b]pyridine-3-carboxylic acid FC1=C(OC2=CC=C(C=C2)N2N=C3C(NCC[C@H]3N3CCN(CC3)S(=O)(=O)C3=C(C=CC=C3)[N+](=O)[O-])=C2C(=O)O)C=CC=C1F